(R)-2-(6-(dimethylamino)-1-oxoisoquinolin-2(1H)-yl)propanoic acid CN(C=1C=C2C=CN(C(C2=CC1)=O)[C@@H](C(=O)O)C)C